tri(dimethylamino)ethylene CN(C)C=C(N(C)C)N(C)C